2-methyl-3-(1-naphthalenylmethyl)-1-pentyl-1H-Indole CC=1N(C2=CC=CC=C2C1CC1=CC=CC2=CC=CC=C12)CCCCC